F[C@@]1(C(NC(CC1)=O)=O)C1=CC=C(C=C1)C1C(CN(CC1)C(=O)[O-])C 4-(4-((R)-3-fluoro-2,6-dioxopiperidin-3-yl) phenyl)-3-methylpiperidine-1-carboxylate